Cl.[C@H]12CN(C[C@H](CC1)N2)C2=CC=C(C=N2)N2N=CC=1C2=NN2C1C=CC(=C2)OCC (6-((1R,5S)-3,8-diazabicyclo[3.2.1]oct-3-yl)pyridin-3-yl)-6-ethoxy-1H-pyrazolo[3',4':3,4]pyrazolo[1,5-a]pyridine hydrochloride